N-[4-hydroxy-3-(2-hydroxynaphthalen-1-yl)naphthalen-1-yl]-4-methoxybenzenesulfonamide OC1=C(C=C(C2=CC=CC=C12)NS(=O)(=O)C1=CC=C(C=C1)OC)C1=C(C=CC2=CC=CC=C12)O